COS(=O)(=O)O.CN1CN(C=C1)C 1,3-dimethylimidazole methyl-sulfate